CC1=C(C=C(C=C1)NC(C[C@@H](C)NC(OC(C)(C)C)=O)=O)C(N[C@H](C)C1=CC=CC2=CC=CC=C12)=O tert-butyl ((R)-4-((4-methyl-3-(((R)-1-(naphthalen-1-yl)ethyl)carbamoyl)phenyl)amino)-4-oxobutan-2-yl)carbamate